(R)-2-chloro-4-methyl-4,5,6,7-tetrahydrothiazolo[5,4-c]pyridine 2,2,2-trifluoroacetate FC(C(=O)O)(F)F.ClC=1SC=2[C@H](NCCC2N1)C